tert-butyl 4-[[5-[(8-fluoro-2-methyl-imidazo[1,2-a]pyridin-6-yl)carbamoyl]pyrazin-2-yl]-methyl-amino]piperidine-1-carboxylate FC=1C=2N(C=C(C1)NC(=O)C=1N=CC(=NC1)N(C1CCN(CC1)C(=O)OC(C)(C)C)C)C=C(N2)C